ClC=1C=C(C=CC1Cl)C=1N(C(=CC(C1C(=O)O)=O)CN1N=C(C=C1)OC(F)F)CC 2-(3,4-dichlorophenyl)-6-[[3-(difluoromethoxy)pyrazol-1-yl]methyl]-1-ethyl-4-oxo-pyridine-3-carboxylic acid